ClC1=CC=C(CCN2C=3N(C4=CC=C(C=C4C2=O)F)C(NN3)=S)C=C1 4-(4-chlorophenethyl)-7-fluoro-1-thioxo-2,4-dihydro-[1,2,4]triazolo[4,3-a]quinazolin-5(1H)-one